COC1=C(C=CC=C1)C1C(C(NC1)=O)P(OCC)(OCC)=O Diethyl (4-(2-methoxyphenyl)-2-oxopyrrolidin-3-yl)phosphonate